ClC1=CC2=C(C=N1)C(=NN2)N2C1CN(C(C2)CC1)C 2-(6-chloro-1H-pyrazolo[4,3-C]pyridin-3-yl)-5-methyl-2,5-diazabicyclo[2.2.2]octane